N1C(=NC2=C1C=CC=C2)C2(CC2)C2=NNC=1N=C(NC(C12)=O)N1CCC2([C@@H](COC2)N)CC1 (S)-3-(1-(1H-benzo[d]imidazol-2-yl)cyclopropyl)-6-(4-amino-2-oxa-8-azaspiro[4.5]decan-8-yl)-1,5-dihydro-4H-pyrazolo[3,4-d]pyrimidin-4-one